C(C)(C)(C)OC(=O)N[C@@H](CC1=CN(C2=CC=CC=C12)C(=O)OC(C)(C)C)[C@@H]1N([C@H](C(NC1)=O)CCCCNC(=O)OC(C)(C)C)CC(=O)OC(C)(C)C (5R,3S)-5-((S)-1-(tert-butoxycarbonyl)amino-2-(1-(tert-butoxycarbonyl)-(indol-3-yl))-ethyl)-4-(tert-butoxycarbonyl)methyl-3-(4-(tert-butoxycarbonyl)amino-butyl)-2-oxopiperazine